ethyl (4-(4,4,5,5-tetramethyl-1,3,2-dioxaborolan-2-yl)phenyl)glycinate CC1(OB(OC1(C)C)C1=CC=C(C=C1)NCC(=O)OCC)C